FC(C(=O)O)(F)F.CC1(OB(OC1(C)C)CC1CCNCC1)C 4-((4,4,5,5-Tetramethyl-1,3,2-dioxaborolan-2-yl)methyl)piperidine, trifluoroacetic acid salt